(2S,4R)-1-[(2S)-2-(4-cyclopropyltriazol-1-yl)-3,3-dimethyl-butanoyl]-N-[2-(5-ethyl-2-oxo-indolin-3-yl)ethyl]-4-hydroxy-pyrrolidine-2-carboxamide C1(CC1)C=1N=NN(C1)[C@H](C(=O)N1[C@@H](C[C@H](C1)O)C(=O)NCCC1C(NC2=CC=C(C=C12)CC)=O)C(C)(C)C